water, Calcium salt [Ca].O